NC=1C=C(OC2=CC=C(C(=O)C3=CC(=CC=C3)C(C3=CC=C(C=C3)OC3=CC(=CC=C3)N)=O)C=C2)C=CC1 1,3-bis[4-(3-aminophenoxy)benzoyl]benzene